7-bromo-3-iodo-1-methyl-indazole BrC=1C=CC=C2C(=NN(C12)C)I